2-(4-(4-methoxy-phenethyl)phenyl)ethan-1-ol COC1=CC=C(CCC2=CC=C(C=C2)CCO)C=C1